(S)-N-(3-(2-(1-(1-(1-(4-(2,6-dioxopiperidin-3-yl)phenyl)piperidine-4-carbonyl)piperidine-4-carbonyl)piperidin-4-yl)-5-(pyrimidin-4-yl)thiazol-4-yl)-2-fluorophenyl)propane-1-sulfonamide O=C1NC(CC[C@H]1C1=CC=C(C=C1)N1CCC(CC1)C(=O)N1CCC(CC1)C(=O)N1CCC(CC1)C=1SC(=C(N1)C=1C(=C(C=CC1)NS(=O)(=O)CCC)F)C1=NC=NC=C1)=O